7-methoxy-N-trityl-5,6,7,8-tetrahydropyrazolo[5,1-b][1,3]oxazepine-3-sulfonimidamide COC1CN2C(OCC1)=C(C=N2)S(=O)(NC(C2=CC=CC=C2)(C2=CC=CC=C2)C2=CC=CC=C2)=N